Heptafluoroisopropyl Methacrylate C(C(=C)C)(=O)OC(C(F)(F)F)(C(F)(F)F)F